NCC1=CC2=C(N(C(=N2)CN2C(C3(C=4C2=CN=CC4)CC3)=O)CCCS(=O)(=O)C)C=C1 1'-((5-(aminomethyl)-1-(3-(methylsulfonyl)propyl)-1H-benzo[d]imidazol-2-yl)methyl)spiro[cyclopropane-1,3'-pyrrolo[2,3-c]pyridin]-2'(1'H)-one